1-(6-(butylamino)-2-chloro-9H-purin-9-yl)ethan-1-one C(CCC)NC1=C2N=CN(C2=NC(=N1)Cl)C(C)=O